3-amino-N-[5-[3-(3,3-dimethylbutoxy)-5-fluorophenyl]-4-(2-propan-2-ylphenyl)-1,3-thiazol-2-yl]benzenesulfonamide NC=1C=C(C=CC1)S(=O)(=O)NC=1SC(=C(N1)C1=C(C=CC=C1)C(C)C)C1=CC(=CC(=C1)F)OCCC(C)(C)C